FC=1C=C(C=NC1)CC(C(=O)N)(C)C (5-Fluoropyridin-3-yl)-2,2-dimethylpropionamide